FC(=C1CCC(CC1)C(C1=CC=C2C(=N1)COCC2N(C(OC(C)(C)C)=O)C)(F)F)F tert-butyl N-[2-[[4-(difluoromethylene) cyclohexyl]-difluoromethyl]-6,8-dihydro-5H-pyrano[3,4-b]pyridin-5-yl]-N-methylcarbamate